(R)-N-(4-(3-((5-chloro-4-ethoxypyrimidin-2-yl)amino)pyrrolidine-1-carbonyl)-2-(2-(dimethylamino)ethoxy)phenyl)acrylamide ClC=1C(=NC(=NC1)N[C@H]1CN(CC1)C(=O)C1=CC(=C(C=C1)NC(C=C)=O)OCCN(C)C)OCC